ClC=1C=C(C=C(C1)OCC=1N=CSC1C)N1C(N(C(C(=C1)C1=CNC(C=C1)=O)=O)C=1C=NC=CC1)=O 1-(3-chloro-5-((5-methylthiazol-4-yl)methoxy)phenyl)-5-(6-oxo-1,6-dihydropyridin-3-yl)-3-(pyridin-3-yl)pyrimidine-2,4(1H,3H)-dione